2-methyl-5-(4-(1-methyl-1H-pyrazol-4-yl)phenyl)-N-(4,4,4-trifluoro-1-hydroxybutan-2-yl)benzofuran-3-carboxamide CC=1OC2=C(C1C(=O)NC(CO)CC(F)(F)F)C=C(C=C2)C2=CC=C(C=C2)C=2C=NN(C2)C